N-((3-(3,7-dimethylocta-2,6-dien-1-yl)-2,4-dihydroxy-6-pentylphenyl)sulfonyl)-3-oxobutanamide CC(=CCC=1C(=C(C(=CC1O)CCCCC)S(=O)(=O)NC(CC(C)=O)=O)O)CCC=C(C)C